8-(3,5-dichlorophenyl)-4-(dimethylamino)quinoline-3-carboxylic acid ClC=1C=C(C=C(C1)Cl)C=1C=CC=C2C(=C(C=NC12)C(=O)O)N(C)C